[K+].[K+].C(CN(CC(=O)[O-])CC(=O)[O-])N(CC(=O)O)CC(=O)O ethylenediaminetetraacetic acid, dipotassium salt